C(C)C(C(C)O)CC 3-ethyl-2-pentanol